6-chloro-3-[(2,5-difluoro-4-methoxy-phenyl)-hydroxy-methylene]-5-[4-(3-hydroxycyclobutyl)phenyl]indolin-2-one ClC1=C(C=C2C(C(NC2=C1)=O)=C(O)C1=C(C=C(C(=C1)F)OC)F)C1=CC=C(C=C1)C1CC(C1)O